2-(4-chlorophenyl)-4-(2-picolyl)-thieno[2,3-d]pyridazine-7-carboxamide ClC1=CC=C(C=C1)C1=CC=2C(=C(N=NC2CC2=NC=CC=C2)C(=O)N)S1